O[C@@H]1C[C@H](N(C1)C(=O)[C@H]1N(CCCC1)C(=O)OC(C)(C)C)C(NCC1=CC=C(C=C1)C1=C(N=CS1)C)=O (S)-tert-butyl 2-((2S,4R)-4-hydroxy-2-((4-(4-methylthiazol-5-yl)benzyl)carbamoyl) pyrrolidine-1-carbonyl)piperidine-1-carboxylate